ClC1=CC(=C(C=C1)C1(OC2=C(O1)C=CC=C2C2CCN(CC2)CC=2N(C(=CN2)/C=C/C(=O)O)CCN2C(OCC2)=O)C)F (E)-3-(2-((4-(2-(4-chloro-2-fluorophenyl)-2-methylbenzo[d][1,3]dioxol-4-yl)piperidin-1-yl)methyl)-1-(2-(2-oxooxazolidin-3-yl)ethyl)-1H-imidazol-5-yl)acrylic acid